(2S,4R)-tert-Butyl 4-fluoro-2-((3-(thieno[3,2-b]thiophen-2-yl)cyclopentyl)carbamothioyl)pyrrolidine-1-carboxylate F[C@@H]1C[C@H](N(C1)C(=O)OC(C)(C)C)C(NC1CC(CC1)C1=CC2=C(S1)C=CS2)=S